COC(=O)C=1SC(=CN1)NC(=O)N[C@@H](C(C)C)C=1OC2=C(C1C)C=C(C=C2)F (S)-5-(3-(1-(5-fluoro-3-methylbenzofuran-2-yl)-2-methylpropyl)ureido)thiazole-2-carboxylic acid methyl ester